[N+](=O)([O-])[O-].[N+](=O)([O-])[O-].[N-]=[N+]=[N-].[N-]=[N+]=[N-].OCC(CO)(CO)CO pentaerythritol bisazide dinitrate